N[C@H](C=1OC2=C(N1)C=C(C=C2)[C@@H](COC)N2C(N[C@@H](C2)C(F)(F)F)=O)C2CCC(CC2)(F)F (S)-1-((S)-1-(2-((S)-amino(4,4-difluoro-cyclohexyl)methyl)benzo[d]oxazol-5-yl)-2-methoxyethyl)-4-(trifluoromethyl)imidazolidin-2-one